CN1N=NC(=C1NC(OCC1=CC(=CC=C1)C)=O)C1=NC(=C(C=C1)NS(=O)(=O)C)C 3-methylbenzyl (1-methyl-4-(6-methyl-5-(methylsulfonamido) pyridin-2-yl)-1H-1,2,3-triazol-5-yl)carbamate